5-(2,7-dimethyl-2H-indazol-5-yl)-2-{3-[(3S)-3-(propan-2-yl)piperazin-1-yl]-1,2,4-triazin-6-yl}phenol CN1N=C2C(=CC(=CC2=C1)C=1C=CC(=C(C1)O)C1=CN=C(N=N1)N1C[C@@H](NCC1)C(C)C)C